tungsten boronic acid B(O)O.[W]